4,4-difluorobut-3-en-1-yl 2-(3,5-diphenyl-1H-pyrazol-1-yl)propanoate C1(=CC=CC=C1)C1=NN(C(=C1)C1=CC=CC=C1)C(C(=O)OCCC=C(F)F)C